(3-bromoimidazo[1,2-a]pyrimidin-7-yl)[(3R,3'R)-3'-hydroxy-1,4-dihydro-1'H,2H-spiro[isoquinoline-3,4'-piperidin]-1'-yl]methanone BrC1=CN=C2N1C=CC(=N2)C(=O)N2C[C@H]([C@@]1(CC2)NCC2=CC=CC=C2C1)O